3-(4-((3-Ethyl-2-oxo-1,2-dihydroquinolin-7-yl)methyl)piperazin-1-yl)-3-thioxopropanenitrile C(C)C=1C(NC2=CC(=CC=C2C1)CN1CCN(CC1)C(CC#N)=S)=O